OCC(C)NC1=C(C(N(C2=CC=C(C=C12)[N+](=O)[O-])C)=O)I 4-((1-hydroxy-prop-2-yl)amino)-3-iodo-1-methyl-6-nitroquinolin-2(1H)-one